(1R,2S,5S)-6,6-dimethyl-N-((S)-3-oxo-1-((S)-2-oxopyrrolidin-3-yl)-4-(trifluoromethoxy)butan-2-yl)-3-(4,4,4-trifluoro-2-hydroxybutanoyl)-3-azabicyclo[3.1.0]hexane-2-carboxamide CC1([C@H]2CN([C@@H]([C@@H]12)C(=O)N[C@@H](C[C@H]1C(NCC1)=O)C(COC(F)(F)F)=O)C(C(CC(F)(F)F)O)=O)C